C(CCCCCCCCCCCCCCCCCCC(C)C)O Isodocosanol